1-[4-cyano-6-(pyrrolidin-1-yl)pyrimidin-2-yl]-5-amino-1H-pyrazole-4-carboxylic acid tert-butyl ester C(C)(C)(C)OC(=O)C=1C=NN(C1N)C1=NC(=CC(=N1)C#N)N1CCCC1